5-(4-isocyanato-2-(2-trityl-2H-tetrazol-5-yl)phenyl)-2-isopropoxypyridine N(=C=O)C1=CC(=C(C=C1)C=1C=CC(=NC1)OC(C)C)C=1N=NN(N1)C(C1=CC=CC=C1)(C1=CC=CC=C1)C1=CC=CC=C1